CN1C=NC=C(C1=O)SC=1C(=NC=CC1)C(F)(F)F 3-methyl-5-((2-(trifluoromethyl)pyridin-3-yl)sulfanyl)pyrimidin-4(3H)-one